2-((R)-4-(4-chlorophenyl)-2,3,9-trimethyl-6H-thieno[3,2-f][1,2,4]triazolo[4,3-a][1,4]diazepin-6-yl)-N-((tetrahydro-2H-pyran-2-yl)oxy)acetamide ClC1=CC=C(C=C1)C1=N[C@@H](C=2N(C3=C1C(=C(S3)C)C)C(=NN2)C)CC(=O)NOC2OCCCC2